4-(Thiazol-2-yl)aniline S1C(=NC=C1)C1=CC=C(N)C=C1